1-(4-(5-(6-(Difluoromethyl)imidazo[1,2-b]pyridazin-3-yl)pyridin-3-yl)piperazin-1-yl)ethanone FC(C=1C=CC=2N(N1)C(=CN2)C=2C=C(C=NC2)N2CCN(CC2)C(C)=O)F